CC1N(S(C=2N(C1C(=O)[O-])C(C(=C(C2C2=CC(=CC=C2)C(F)(F)F)CC2=CC=CC1=CC=CC=C21)C=C)=O)(=O)=O)CC2=CC=C(C=C2)OC Methyl-2-(4-methoxybenzyl)-8-(naphthalen-1-ylmethyl)-6-oxo-9-(3-(trifluoromethyl) phenyl)-7-vinyl-3,4-dihydro-2H,6H-pyrido[1,2-e][1,2,5]thiadiazine-4-carboxylate 1,1-dioxide